C1(=CC=CC=C1)C(C1=CC=CC=C1)N1CCN(CC1)C Diphenylmethyl-4-methylpiperazine